5-((10-bromodecyl)oxy)-7-hydroxy-4-phenyl-2H-chromen-2-one BrCCCCCCCCCCOC1=C2C(=CC(OC2=CC(=C1)O)=O)C1=CC=CC=C1